CS(=O)(=O)NC(CCCOC1=C(CN2CCCC23CCN(CC3)C(=O)OC(C(F)(F)F)C(F)(F)F)C=CC(=C1)C(F)(F)F)=O 1,1,1,3,3,3-Hexafluoropropan-2-yl 1-(2-(4-(methylsulfonamido)-4-oxobutoxy)-4-(trifluoromethyl)benzyl)-1,8-diazaspiro[4.5]decane-8-carboxylate